ClC=1C=C(C(=O)Cl)C=CC1 3-chlorobenzoic acid, chloride